1-acryloylindoline-6-carboxylic acid C(C=C)(=O)N1CCC2=CC=C(C=C12)C(=O)O